3,4'-oxydiphthalic anhydride C1=CC2=C(C(=C1)OC3=CC4=C(C=C3)C(=O)OC4=O)C(=O)OC2=O